C(C)(=O)OC(C)(C=C)CC\C=C(/C)\CCC=C(C)C E-nerolidol acetate